P(=O)(O)(O)O.CC1=C(C(=O)[Li])C(=CC(=C1)C)C 2,4,6-trimethylbenzoyl-lithium phosphate